2,6-dimethyl-pyrazolo[1,5-b][1,2,4]triazole CC1=NC=2N(N1)N=C(C2)C